C(C)(=O)C=1C=C(C=C2C(N(C(=NC12)N1C2CN(C(C1)C2)C(=O)OC(C)(C)C)C)=O)C tert-Butyl 5-(8-acetyl-3,6-dimethyl-4-oxo-3,4-dihydroquinazolin-2-yl)-2,5-diazabicyclo[2.2.1]heptane-2-carboxylate